C(#N)C=1C(=NC(=NC1)N[C@H]1C[C@H](CCC1)N1C=CC2=CC(=CC=C12)NC(C=C)=O)OC N-(1-((1S,3R)-3-((5-Cyano-4-methoxypyrimidin-2-yl)amino)cyclohexyl)-1H-indol-5-yl)acrylamide